methyl 1-(4-(3-fluoro-5-(trifluoromethyl)benzyl)pyridin-2-yl)-3-(methoxymethyl)-5-methyl-1H-pyrazole-4-carboxylate FC=1C=C(CC2=CC(=NC=C2)N2N=C(C(=C2C)C(=O)OC)COC)C=C(C1)C(F)(F)F